tert-butyl 5-(3-(3-methoxyphenyl)imidazo[1,5-a]pyridin-1-yl)-3,6-dihydropyridine-1(2H)-carboxylate COC=1C=C(C=CC1)C1=NC(=C2N1C=CC=C2)C2=CCCN(C2)C(=O)OC(C)(C)C